COC=1C=C(C=CC1N1N=C(C=2C=NC(=CC21)NC2=NC=CNC2=O)C)CS(=O)(=O)N 3-methoxy-4-(3-methyl-6-((3-oxo-3,4-dihydropyrazin-2-yl)amino)-1H-pyrazolo[4,3-c]pyridin-1-yl)phenyl-methanesulfonamide